ClC=1C=C(C(=O)N2CC=3C(=NN4C3C(N(C[C@H]4C(=O)NC)C(C)C=4C=NC(=CC4)C(F)(F)F)=O)C[C@H]2C)C=CC1Cl (3R,7S)-2-(3,4-dichlorobenzoyl)-N,3-dimethyl-10-oxo-9-(1-(6-(trifluoromethyl)pyridin-3-yl)ethyl)-1,2,3,4,7,8,9,10-octahydropyrido[4',3':3,4]pyrazolo[1,5-a]pyrazine-7-carboxamide